C(C=C)(=O)N1[C@H](CN(CC1)C1=C(C(=NC=2CN(CCC12)C1=CC=CC2=CC=CC(=C12)Cl)OC[C@H]1N(CCC1)C)F)CC#N ((S)-1-propenoyl-4-(7-(8-chloronaphthalen-1-yl)-3-fluoro-2-(((S)-1-methylpyrrolidin-2-yl)methoxy)-5,6,7,8-tetrahydro-1,7-naphthyridin-4-yl)piperazin-2-yl)acetonitrile